C(C)(C)(C)OC(=O)N1C2=C(C=C1)SC=C2 thieno[3,2-b]Pyrrole-4-carboxylic acid tert-butyl ester